C(=O)O.N[C@H]1CC=CC[C@@H]1C1=C(C2=NC(=CC(=C2S1)NC\C=C\C)Cl)Br 2-((1S,6S)-6-aminocyclohex-3-en-1-yl)-3-bromo-N-((E)-but-2-en-1-yl)-5-chlorothieno[3,2-b]pyridin-7-amine formate